(1S,1'S)-(-)-(9,9-dimethyl-9H-xanthen-4,5-diyl)bis((4-methoxyphenyl)(phenyl)phosphine) CC1(C2=CC=CC(=C2OC=2C(=CC=CC12)P(C1=CC=CC=C1)C1=CC=C(C=C1)OC)P(C1=CC=CC=C1)C1=CC=C(C=C1)OC)C